4-bromo-2-isopropyl-5-(isoquinolin-3-yl)benzene-1,3-diol BrC1=C(C(=C(C=C1C=1N=CC2=CC=CC=C2C1)O)C(C)C)O